CC1(CC(CCC1)NC(C1=CC(=NC=C1)N1C=NC=C1)=O)C N-(3,3-dimethylcyclohexyl)-2-(1H-imidazol-1-yl)isonicotinamide